C(C(C)N1CC(OC(C1)=O)=O)N1CC(OC(C1)=O)=O (propane-1,2-diyl)bis(morpholine-2,6-dione)